6-(6-bromopyridin-3-yl)-5-(2-chloroethyl)-1-(4-chlorophenyl)-1,5-dihydro-4H-pyrazolo[3,4-d]pyrimidin-4-one BrC1=CC=C(C=N1)C=1N(C(C2=C(N1)N(N=C2)C2=CC=C(C=C2)Cl)=O)CCCl